1-((3R,4S)-3-hydroxytetrahydro-2H-pyran-4-yl)-N-((5-phenyl-1,3,4-thiadiazol-2-yl)methyl)-1H-1,2,3-triazole-4-carboxamide O[C@H]1COCC[C@@H]1N1N=NC(=C1)C(=O)NCC=1SC(=NN1)C1=CC=CC=C1